1-(3-(1-(2-(2,6-dioxopiperidin-3-yl)-1,3-dioxoisoindolin-5-yl)piperidin-4-yl)propanoyl)-N-(2-(((S)-2-methylpyrrolidin-1-yl)methyl)-1H-benzo[d]imidazol-5-yl)piperidine-4-carboxamide O=C1NC(CCC1N1C(C2=CC=C(C=C2C1=O)N1CCC(CC1)CCC(=O)N1CCC(CC1)C(=O)NC1=CC2=C(NC(=N2)CN2[C@H](CCC2)C)C=C1)=O)=O